2-(cyclobutanesulfinyl)-4-(1-methyl-1H-pyrazol-5-yl)-6-{2H,3H,4H-pyrido[3,2-b][1,4]oxazin-7-yl}thieno[2,3-b]pyridin-3-amine C1(CCC1)S(=O)C1=C(C=2C(=NC(=CC2C2=CC=NN2C)C2=CC=3OCCNC3N=C2)S1)N